C(C)(C)(C)OC(=O)N1CCC(CC1)(F)CN1[C@H](CN(CC1)C(=O)OCC1=CC=CC=C1)C benzyl (3S)-4-[(1-tert-butoxycarbonyl-4-fluoro-4-piperidyl)methyl]-3-methyl-piperazine-1-carboxylate